5-Methoxybenzo[d]isoxazol-3-amine COC=1C=CC2=C(C(=NO2)N)C1